O[C@@H]1[C@H](CNC1)N1CCN(CCN(CCN(CC1)CC(OC(C)(C)C)=O)CC(OC(C)(C)C)=O)CC(=O)OC(C)(C)C (2S,3S,4S)-4-Hydroxy-3-(4,7,10-tris(2-(tert-butoxy)-2-oxoethyl)-1,4,7,10-tetraazacyclododecan-1-yl)pyrrolidin